methyl 2-(2-bromo-6-(tert-butoxy)-3,4-dihydronaphthalen-1-yl)-5-hydroxybenzoate BrC1=C(C2=CC=C(C=C2CC1)OC(C)(C)C)C1=C(C(=O)OC)C=C(C=C1)O